P(O)(=O)(OP(=O)(O)OP(=O)(O)O)OC[C@@H]1[C@H]([C@H]([C@@H](O1)N1C=NC=2C(=S)NC(N)=NC12)O)O 6-thioguanosine-5'-triphosphate